NCCOCCOCCOCCN1[C@@H]([C@H](N(C(C1)=O)CCC1=C(C=C(C=C1)Cl)Br)C1=CC2=CC=CC=C2C=C1)C(=O)OC methyl (2S,3R)-1-(11-amino-3,6,9-trioxaundecyl)-4-[2-(2-bromo-4-chlorophenyl)ethyl]-3-(2-naphthyl)-5-oxo-2-piperazinecarboxylate